4-[(4-amino-3-methylphenyl)(4-methylphenyl)methyl]-2-ethylaniline NC1=C(C=C(C=C1)C(C1=CC(=C(N)C=C1)CC)C1=CC=C(C=C1)C)C